(3R)-3-({2-[3-(hydroxymethyl)-1,2,4-oxadiazol-5-yl][1,2,4]triazolo[1,5-c]quinazolin-5-yl}amino)azepan-2-one OCC1=NOC(=N1)C1=NN2C(=NC=3C=CC=CC3C2=N1)N[C@H]1C(NCCCC1)=O